2-[(7R)-4-azaspiro[2.5]octan-7-yl]thiazolo[3,2-a]pyrimidin-5-one C1CC12NCC[C@H](C2)C2=CN1C(=NC=CC1=O)S2